ClC1=CC=C(C=C1)C1=N[C@H](C=2N(C3=C1C=C(C=C3)OC)C(=NN2)C)CC(=O)NCCOCCOCCNC(OC(C)(C)C)=O tert-Butyl (2-(2-(2-(2-((4S)-6-(4-chlorophenyl)-8-methoxy-1-methyl-4H-benzo[f][1,2,4]triazolo[4,3-a][1,4]diazepin-4-yl)acetamido)ethoxy)ethoxy)ethyl)carbamate